COC1=NC2=CC=C(C=C2C(=N1)N1CC=2C=C(C=NC2CC1)C(F)(F)F)C 2-methoxy-6-methyl-4-[3-(trifluoromethyl)-7,8-dihydro-5H-1,6-naphthyridin-6-yl]quinazoline